(4-benzyl)-3,5,6,7,8,9-hexahydro-11H-azepino[1,2-a]purin-11-one C(C1=CC=CC=C1)N1C2N(C(C=3N=CNC13)=O)CCCCC2